4-((1-(difluoromethyl)-1H-benzo[d]imidazol-5-yl)oxy)-3-methylaniline FC(N1C=NC2=C1C=CC(=C2)OC2=C(C=C(N)C=C2)C)F